12-(Butan-2-yl)-10-methyl-12-azatricyclo[6.3.1.02,7]dodeca-2,4,6-triene hydrochloride Cl.CC(CC)N1C2C3=CC=CC=C3C1CC(C2)C